C(=O)O.C1(NC(C2CC=CC=C12)=O)=O dihydro-1H-isoindole-1,3-dione, formic acid salt